FC(C1=CC=CC(=N1)C12CC(C1)(C2)C(=O)O)(F)F 3-(6-(trifluoromethyl)pyridin-2-yl)bicyclo[1.1.1]pentane-1-carboxylic acid